FC(C=1C=C(CCNC2=NC3=CC=CC=C3C(=N2)NCCNC(OC(C)(C)C)=O)C=CC1)(F)F tert-butyl (2-((2-((3-(trifluoromethyl)phenethyl)amino)quinazolin-4-yl)amino)ethyl)carbamate